(2R)-N-((S)-(3-chloro-4-fluorophenyl)(2-(trifluoromethyl)pyrimidin-5-yl)methyl)-2-methyl-3-oxopiperazine-1-carboxamide ClC=1C=C(C=CC1F)[C@H](NC(=O)N1[C@@H](C(NCC1)=O)C)C=1C=NC(=NC1)C(F)(F)F